bis(2,4-di-tert-butyl-4-methylphenyl)pentaerythritol diphosphite OP(O)OP(O)O.C(C)(C)(C)C1=C(C=CC(C1)(C)C(C)(C)C)C(O)(C(CO)(CO)CO)C1=C(CC(C=C1)(C(C)(C)C)C)C(C)(C)C